C(C)(=O)C=1C(=NC(=CC1)N1C=NC2=C1C=C(C=C2)Br)N2N=C(C=C2C)C#N 1-[3-acetyl-6-(6-bromobenzimidazol-1-yl)-2-pyridyl]-5-methyl-pyrazole-3-carbonitrile